Tert-butyl [(1R,4S)-4-{methyl[6-(2,2,2-trifluoroethyl)thieno[2,3-d]pyrimidin-4-yl]amino}cyclopent-2-en-1-yl]carbamate CN([C@@H]1C=C[C@@H](C1)NC(OC(C)(C)C)=O)C=1C2=C(N=CN1)SC(=C2)CC(F)(F)F